C(#N)C=1C=C(C(=NC1)[C@@H](C)NC(=O)C1(CC1)C=1C(NC2=CC=C(C=C2C1C)F)=O)F N-[(1R)-1-(5-cyano-3-fluoropyridin-2-yl)ethyl]-1-(6-fluoro-4-methyl-2-oxo-1H-quinolin-3-yl)cyclopropane-1-carboxamide